methyl 1-(1-(difluoromethyl) cyclopropyl)-6-oxo-4-(tosyloxy)-1,6-dihydropyridine-3-carboxylate FC(C1(CC1)N1C=C(C(=CC1=O)OS(=O)(=O)C1=CC=C(C)C=C1)C(=O)OC)F